BrC=1C=C(C=CC1)N(C1=CC=CC=C1)C1=CC=CC=C1 N-3-bromophenyl-N,N-diphenylamine